N1(CCCC1)CCC[Si](OC)(OC)OC 3-(1-pyrrolidinyl)propyl(trimethoxy)silane